C(C)(C)(C)OC(=O)N1CCC(CC1)CC1=CC(=C(C=C1)C(NC=1SC2=C(N1)C=CC=C2)=O)Cl 4-(4-(benzo[d]thiazol-2-ylcarbamoyl)-3-chlorobenzyl)piperidine-1-carboxylic acid tert-butyl ester